FC(C=1C=C(C=NC1)N1N=CC(=C1)S(=O)(=O)Cl)(F)F 1-(5-(TRIFLUOROMETHYL)PYRIDIN-3-YL)-PYRAZOLE-4-SULFONYL CHLORIDE